C(C)OC(=O)C1=NC(=CC=C1)N(C)C=1N=NC(=C(C1)C)Cl 6-[(6-chloro-5-methylpyridazin-3-yl)(methyl)amino]Pyridine-2-carboxylic acid ethyl ester